CITRAMALATE C(CC(C)(O)C(=O)[O-])(=O)[O-]